6-(4-(4-fluorophenyl)-1-(3,3,3-trifluoro-2-hydroxypropyl)-1H-imidazol-5-yl)imidazo[1,2-a]pyridine-3-carboxamide FC1=CC=C(C=C1)C=1N=CN(C1C=1C=CC=2N(C1)C(=CN2)C(=O)N)CC(C(F)(F)F)O